P(=O)(OC(C(CBr)(C)C)(Br)Br)([O-])[O-] (tribromoneopentyl) phosphate